C(=O)(OCC1C2=CC=CC=C2C2=CC=CC=C12)N[C@@H](CO)C(=O)O fmoc-seryl alcohol